1-(2-(tert-Butyl)-1H-benzo[d]imidazol-1-yl)-3-phenylpropan-1-one C(C)(C)(C)C1=NC2=C(N1C(CCC1=CC=CC=C1)=O)C=CC=C2